2-(3,4-dimethoxyphenyl)-3-isopropyl-5-(4-((1-methylpiperidin-4-yl)oxy)phenyl)-1H-indole COC=1C=C(C=CC1OC)C=1NC2=CC=C(C=C2C1C(C)C)C1=CC=C(C=C1)OC1CCN(CC1)C